2-(benzylthio)-5-bromo-4-methylpyridine C(C1=CC=CC=C1)SC1=NC=C(C(=C1)C)Br